COC1=NC(=CC=2C1=NN(C2)C)C=2C=CC(=C(C2)O)C=2N=NC(=CC2)C2CN(C2)C2CCOCC2 5-(7-methoxy-2-methyl-2H-pyrazolo[3,4-c]pyridin-5-yl)-2-(6-(1-(tetrahydro-2H-pyran-4-yl)azetidin-3-yl)pyridazin-3-yl)phenol